CC(=CCCC1=CCC(CC1)C=O)C 4-(4-methyl-3-pentenyl)-cyclohex-3-ene-1-carbaldehyde